2-(4-Benzyloxyphenyl)prop-2-enoic acid methyl ester COC(C(=C)C1=CC=C(C=C1)OCC1=CC=CC=C1)=O